2-[[7-fluoro-2-[[2-[2-oxo-3-(3-oxo-4H-pyrido[3,2-b][1,4]oxazin-6-yl)-1,3-oxazolidin-5-yl]ethylamino]methyl]-2,3-dihydro-1H-inden-5-yl]oxy]-N-methylacetamide FC=1C=C(C=C2CC(CC12)CNCCC1CN(C(O1)=O)C=1C=CC=2OCC(NC2N1)=O)OCC(=O)NC